Cl.COC([C@H](CCCCN)NC(C1=CC=C(C=C1)NC(=O)N1C=CC2=C1N=CN=C2N(C)[C@H]2CN(CC[C@H]2C)C(CC#N)=O)=O)=O (2S)-6-amino-2-[[4-[[4-[[(3R,4R)-1-(2-cyanoacetyl)-4-methyl-3-piperidinyl]-methyl-amino]pyrrolo[2,3-d]pyrimidine-7-carbonyl]amino]benzoyl]amino]hexanoic acid methyl ester hydrochloride